FC(C#CC(O)C1=CC2=CC=CC=C2C=C1)(F)F 4,4,4-trifluoro-1-(naphthalen-2-yl)but-2-yn-1-ol